(5RS)-3-(3-bromo-5,6-dimethyl-pyridazin-4-yl)-5-(2,5-dimethyl-3-thienyl)-5,6-dihydro-4H-1,2,4-oxadiazine BrC=1N=NC(=C(C1C1=NOC[C@H](N1)C1=C(SC(=C1)C)C)C)C |r|